(R)-3-(4-fluorophenyl)-N-(5-((3-((1-hydroxypropan-2-yl)amino)-1H-pyrazolo[3,4-b]pyridin-4-yl)oxy)pyridin-2-yl)-1-isopropyl-2,4-dioxo-1,2,3,4-tetrahydropyrimidine-5-carboxamide FC1=CC=C(C=C1)N1C(N(C=C(C1=O)C(=O)NC1=NC=C(C=C1)OC1=C2C(=NC=C1)NN=C2N[C@@H](CO)C)C(C)C)=O